5-((trans-3-ethyl-1-methylpiperidin-4-yl)amino)-6-(4-fluorobenzyl)pyrazine-2-carboxylic acid C(C)[C@@H]1CN(CC[C@H]1NC=1N=CC(=NC1CC1=CC=C(C=C1)F)C(=O)O)C